C(C)[C@@H]1C(OCC=2C(N3CC=4C(=NC=5C=CC=CC5C4CC)C3=CC21)=O)=O.[Na].[Na].[Na] Trisodium (4S)-4,11-diethyl-3,14-dioxo-3,4,12,14-tetrahydro-1H-pyrano[3',4':6,7]indolizino[1,2-b]quinolin